N-(1-METHYL-1H-INDAZOL-7-YL)-1-(4-(2-OXOOXAZOLIDIN-3-YL)PYRIDIN-2-YL)-1H-PYRAZOLE-4-SULFONAMIDE CN1N=CC2=CC=CC(=C12)NS(=O)(=O)C=1C=NN(C1)C1=NC=CC(=C1)N1C(OCC1)=O